4-[4-(4-ethyl-phenyl)benzoyloxy]benzoic acid C(C)C1=CC=C(C=C1)C1=CC=C(C(=O)OC2=CC=C(C(=O)O)C=C2)C=C1